4-methylbenzenesulfonyl-hydrazine CC1=CC=C(C=C1)S(=O)(=O)NN